FC1=C(C=C(C=C1)OC=1C(=C2C=CNC2=CC1F)S(=O)(=O)C)C=1NC(=CN1)[C@]1(COC2=C1C=CC=C2CCC(=O)O)C 3-[(3S)-3-[2-[2-fluoro-5-[(6-fluoro-4-methylsulfonyl-1H-indol-5-yl)oxy]phenyl]-1H-imidazol-5-yl]-3-methyl-2H-benzofuran-7-yl]propanoic acid